CCC(=O)N(C1CCN(CC1)CCC2=CC=CS2)C3=CC=CC=C3 The molecule is an anilide resulting from the formal condensation of the aryl amino group of N-phenyl-1-[2-(2-thienyl)ethyl]piperidin-4-amine with propanoic acid. It has a role as an opioid analgesic. It is a member of piperidines, a member of thiophenes and an anilide.